C(CCC)OC(=O)C1C2C3C4C=CC(C3C(C1)C2)C4 8-(n-butoxycarbonyl)-tetracyclo[4.4.0.12,5.17,10]-3-dodecene